methyl 3-[(hydroxyimino) methyl]-4-methylbenzoate ON=CC=1C=C(C(=O)OC)C=CC1C